C(C)(C)(C)OC(=O)NN1[C@@H](CCC1)C(=O)O ((tert-Butoxycarbonyl)amino)-L-proline